BrCCOCCOCCOCCBr 1,11-Dibromo-3,6,9-trioxaundecane